C(C)(C)(C)OC(=O)C1=C(C=CC(=N1)N1CC2=C(C=CC=C2CC1)C(=O)OC)B1OC(C(O1)(C)C)(C)C methyl 2-[6-(tert-butoxycarbonyl)-5-(4,4,5,5-tetramethyl-1,3,2-dioxaborolan-2-yl)pyridin-2-yl]-1,2,3,4-tetrahydroisoquinoline-8-carboxylate